tert-butyl ((2R,4R)-1-(3-(2,6-dioxopiperidin-3-yl)-1-methyl-1H-indazol-6-yl)-2-methyl-6-oxopiperidin-4-yl)(methyl)carbamate O=C1NC(CCC1C1=NN(C2=CC(=CC=C12)N1[C@@H](C[C@H](CC1=O)N(C(OC(C)(C)C)=O)C)C)C)=O